ClC1=C(C(=CC=C1F)Cl)C(C)OC=1C(=NC=C(C1)C1=CC(=CC(=C1)C)C)N 3-[1-(2,6-dichloro-3-fluoro-phenyl)-ethoxy]-5-(3,5-dimethyl-phenyl)-pyridin-2-ylamine